N-((3-(1-methyl-1H-pyrazol-3-yl)-3'-(trifluoromethyl)-[1,1'-biphenyl]-4-yl)methyl)acrylamide CN1N=C(C=C1)C=1C=C(C=CC1CNC(C=C)=O)C1=CC(=CC=C1)C(F)(F)F